COC(=O)C1C(CCC1=O)=O methyl-2,5-dioxocyclopentane-1-carboxylate